[(3R)-pyrrolidin-3-yl]pyrazol N1C[C@@H](CC1)C1=NNC=C1